OCC1=CC=C2C(=CN(C2=C1)COCC[Si](C)(C)C)C1=NC(=NC=C1C(F)(F)F)N[C@@H]1CN(CCC1)C(=O)OC(C)(C)C Tert-butyl (3S)-3-[[4-[6-(hydroxymethyl)-1-(2-trimethylsilylethoxymethyl)indol-3-yl]-5-(trifluoromethyl)pyrimidin-2-yl]amino]piperidine-1-carboxylate